morpholinophthalazin-1-amine, formic acid salt C(=O)O.O1CCN(CC1)C1=NN=C(C2=CC=CC=C12)N